BrC=1C(=C(\C=N\[S@](=O)C(C)(C)C)C=C(C1)C(F)(F)F)F (R,E)-N-(3-Bromo-2-fluoro-5-(trifluoromethyl)benzylidene)-2-methylpropane-2-sulfinamide